(E)-2-methyl-N-(pyrimidin-2-ylmethylene)propane-2-sulfinamide methyl-2-(1-chloroethyl)-4-phenoxybenzoate COC(C1=C(C=C(C=C1)OC1=CC=CC=C1)C(C)Cl)=O.CC(C)(C)S(=O)/N=C/C1=NC=CC=N1